(2S,4S)-2,4-bis(diphenylphosphino)pentane C1(=CC=CC=C1)P([C@@H](C)C[C@H](C)P(C1=CC=CC=C1)C1=CC=CC=C1)C1=CC=CC=C1